N-(4-(((2S,5S)-3-(4-cyano-3-(trifluoromethyl)phenyl)-2-(trifluoromethyl)oxazolidin-5-yl)methoxy)phenyl)acetamide C(#N)C1=C(C=C(C=C1)N1[C@@H](O[C@@H](C1)COC1=CC=C(C=C1)NC(C)=O)C(F)(F)F)C(F)(F)F